FC=1C=C(C#N)C=C(C1)OC1=CC=C2C(C([C@]3(CC[C@@H](C1=C32)F)O)(F)F)(F)F 3-fluoro-5-(((6S,8aR)-1,1,2,2,6-pentafluoro-8a-hydroxy-1,2,6,7,8,8a-hexahydroacenaphthylen-5-yl)oxy)benzonitrile